4-(7-(3-chloro-2-fluorophenyl)imidazo[5,1-b]oxazol-5-yl)benzoic acid ClC=1C(=C(C=CC1)C=1N=C(N2C1OC=C2)C2=CC=C(C(=O)O)C=C2)F